CC=1C=CC2=C([C@@H]([C@H](O2)CCC)NC(=O)C=2C(NC(=CC2)C(F)(F)F)=O)C1 N-((2R,3S)-5-methyl-2-propyl-2,3-dihydrobenzofuran-3-yl)-2-oxo-6-(trifluoromethyl)-1,2-dihydropyridine-3-carboxamide